(1s,2s,5r)-1-hydroxy-2-isopropyl-5-methyl-N-((3-phenyloxetan-3-yl)methyl)cyclohexane-1-carboxamide O[C@@]1([C@@H](CC[C@H](C1)C)C(C)C)C(=O)NCC1(COC1)C1=CC=CC=C1